C1(CCCCC1)[C@@H](C(=O)NC=1C=C2CC(CC2=CC1)(C(NC)=O)N1C(NCC(C1)(C)C)=O)NC(=O)C1=CC=NN1C N-((1S)-1-cyclohexyl-2-((2-(5,5-dimethyl-2-oxotetrahydropyrimidin-1(2H)-yl)-2-(methylcarbamoyl)-2,3-dihydro-1H-inden-5-yl)amino)-2-oxoethyl)-1-methyl-1H-pyrazole-5-carboxamide